(3R,4R)-N-[(1R,3S)-3-{[6-chloro-2-(trifluoromethyl)quinolin-4-yl]amino}cyclohexyl]-3,4-difluoropyrrolidine-1-carboxamide ClC=1C=C2C(=CC(=NC2=CC1)C(F)(F)F)N[C@@H]1C[C@@H](CCC1)NC(=O)N1C[C@H]([C@@H](C1)F)F